[C@@H]1([C@H](O)[C@@H](O)[C@H](O)[C@H](O1)CO)OC1=C(C2=C(CC(O2)=O)C=C1)O 6-(beta-D-glucopyranosyloxy)-7-hydroxy-2H-1-benzofuran-2-one